NCCOCCOCCOCCOCCOCCOCCOCCOCCN1CCC(CC1)CN1C(=NC=2C1=C1C(=NC2N)C=C(S1)C1CCOCC1)CCCC 1-{[1-(26-amino-3,6,9,12,15,18,21,24-octaoxahexacosan-1-yl)hexahydropyridin-4-yl]methyl}-2-butyl-7-(3,4,5,6-tetrahydro-2H-pyran-4-yl)thieno[3,2-b]imidazo[4,5-d]pyridine-4-amine